The molecule is a very long-chain omega-6 fatty acid that is tetracosanoic acid having four double bonds located at positions 9, 12, 15 and 18 (the 9Z,12Z,15Z,18Z-isomer). It is an omega-6 fatty acid and a tetracosatetraenoic acid. It is a conjugate acid of a (9Z,12Z,15Z,18Z)-tetracosatetraenoate. CCCCC/C=C\\C/C=C\\C/C=C\\C/C=C\\CCCCCCCC(=O)O